2,3,4,5-tetrafluoro-N-(3-fluoro-4-methoxyphenyl)-6-((4-methoxybenzyl)amino)-N-(prop-2-yn-1-yl)benzenesulfonamide FC1=C(C(=C(C(=C1F)F)F)NCC1=CC=C(C=C1)OC)S(=O)(=O)N(CC#C)C1=CC(=C(C=C1)OC)F